O=C(C(=O)NC=1C2=C(C=NC1)C=NN2)N2[C@H](CC[C@@H](C2)C)C=2C=CC1=C(N=C(S1)CC1(CCN(CC1)C)C)C2 2-Oxo-N-(1H-pyrazolo[4,3-c]pyridin-7-yl)-2-[(2R,5S)-2-[2-[(1,4-dimethyl-4-piperidyl)methyl]-1,3-benzothiazol-5-yl]-5-methyl-1-piperidyl]acetamide